FC1=C(C=C(C(=C1)OC)CN1CCOC2=C1C=C(C=C2)F)N2C(NC=1C(C2=O)=C(SC1)C(=O)O)=O 3-{2-fluoro-5-[(6-fluoro-2,3-dihydro-1,4-benzoxazin-4-yl)methyl]-4-methoxyphenyl}-2,4-dioxo-1H-thieno[3,4-d]pyrimidine-5-carboxylic acid